ClC1=CC=CC=2NC(=NC21)C(=O)N2[C@@H](C1=C(CC2)N=C(S1)C=C)C (R)-(4-Chloro-1H-benzo[d]imidazol-2-yl)(4-methyl-2-vinyl-6,7-dihydrothiazolo[5,4-c]pyridin-5(4H)-yl)methanone